4-methyl-2-phenyl-5-(3-cyanophenyl)pyridine CC1=CC(=NC=C1C1=CC(=CC=C1)C#N)C1=CC=CC=C1